tert-butyl N-[3-methyl-4-(4,4,5,5-tetramethyl-1,3,2-dioxaborolan-2-yl)phenyl]carbamate CC=1C=C(C=CC1B1OC(C(O1)(C)C)(C)C)NC(OC(C)(C)C)=O